tert-butyl (R)-2-(2-(3-fluoropyrrolidin-1-yl)pyrimidin-5-yl)-4-oxo-6,7-dihydrothiazolo[5,4-c]pyridine-5(4H)-carboxylate F[C@H]1CN(CC1)C1=NC=C(C=N1)C=1SC=2C(N(CCC2N1)C(=O)OC(C)(C)C)=O